N1=CC(=CC=C1)C1=C(C(=O)N)C=CC(=C1)C(F)(F)F (Pyridin-3-yl)-4-(trifluoromethyl)benzamide